(E)-3-[4-(hydroperoxymethyl)phenyl]-1-(4-hydroxyphenyl)prop-2-en-1-one O(O)CC1=CC=C(C=C1)/C=C/C(=O)C1=CC=C(C=C1)O